C(CC)N1C=NC2=C1C=CC(=C2)C(=O)O 1-propyl-1H-benzo[d]imidazole-5-carboxylic acid